O=C(C(=O)OCC1CO1)C glycidyl 2-oxo-propionate